FC1(CCC(CC1)[C@@H](C=1N=C2N(N=C(C(=N2)N2CCOCC2)CO)C1)NC(OCC1=CC=CC=C1)=O)F benzyl (S)-((4,4-difluorocyclohexyl)(2-(hydroxymethyl)-3-morpholinoimidazo[1,2-b][1,2,4]triazin-6-yl)methyl)carbamate